2-(3-chloro-4-(6-(1-methylcyclopropoxy)-9-((2-methylthiazol-5-yl)methyl)-9H-purin-8-yl)phenyl)acetamide ClC=1C=C(C=CC1C=1N(C2=NC=NC(=C2N1)OC1(CC1)C)CC1=CN=C(S1)C)CC(=O)N